N-(4-(4-methoxyphenoxy)-3-(1-methyl-5-(methylamino)-6-oxo-1,6-dihydropyridin-3-yl)phenyl)ethenesulfonamide COC1=CC=C(OC2=C(C=C(C=C2)NS(=O)(=O)C=C)C2=CN(C(C(=C2)NC)=O)C)C=C1